OCCS(=O)(=O)C=1C=C(C=CC1C)CC(=O)N (3-((2-hydroxyethyl)sulfonyl)-4-methylphenyl)acetamide